C(C=C)(=O)N[C@@H]1C[C@@H](CC1)NC(=O)C=1SC=2N=CC=C3N(C(NC1C23)=O)C2=CC=C(C=C2)OC2=CC=CC=C2 N-((1R,3S)-3-Acrylamidocyclopentyl)-4-oxo-5-(4-phenoxyphenyl)-4,5-dihydro-3H-1-thia-3,5,8-triazaacenaphthylene-2-carboxamide